7-((7-((2S,4R)-4-amino-2-phenylpiperidine-1-carbonyl)-7-azaspiro[4.5]dec-10-yl)methyl)-7,8-dihydroimidazo[1,2-a]pyrazin-6(5H)-one N[C@H]1C[C@H](N(CC1)C(=O)N1CC2(CCCC2)C(CC1)CN1CC=2N(CC1=O)C=CN2)C2=CC=CC=C2